5-bromo-4-(5-cyclopropyl-1,3,4-oxadiazol-2-yl)-8-ethynyl-1-(3-fluoro-4-methylbenzyl)-1,3-dihydro-2H-benzo[b]azepin-2-one BrC=1C2=C(N(C(CC1C=1OC(=NN1)C1CC1)=O)CC1=CC(=C(C=C1)C)F)C=C(C=C2)C#C